Dimethyl succinat C(CCC(=O)OC)(=O)OC